FC(C=1C(=C(C=CC1)[C@@H](C)NC=1C2=C(N=C(N1)C)C=NC(=C2)F)C)F N-{(1R)-1-[3-(difluoromethyl)-2-methylphenyl]ethyl}-6-fluoro-2-methylpyrido[3,4-d]pyrimidin-4-amine